C(C1=CC=CC=C1)(=O)ONC1=C(C(=CC(=C1)C1CCCCC1)C1CCCCC1)CCO[Si](C)(C)C(C)(C)C (2-((tert-butyldimethylsilyloxy) ethyl) (3,5-dicyclohexylphenyl) amino) benzoate